3-[9H-fluoren-9-ylmethoxycarbonyl(methyl)amino]propanoate C1=CC=CC=2C3=CC=CC=C3C(C12)COC(=O)N(CCC(=O)[O-])C